FC(C=1C=C(CCC2(CN(CCC2)C(=O)OC(C)(C)C)C(=O)OCC)C=CC1)(F)F 1-tert-butyl 3-ethyl 3-(3-(trifluoromethyl)phenethyl)piperidine-1,3-dicarboxylate